C(CCC)N1C(C2(C3=CC(=CC=C13)Cl)C(=CC1(C(OC3=C(C12)C=CC=C3)C3=CC=C(C=C3)C)[N+](=O)[O-])C#N)=O butyl-5'-chloro-3a-nitro-2'-oxo-4-(p-tolyl)-3a,9b-dihydro-4H-spiro[cyclopenta[c]benzopyran-1,3'-indoline]-2-carbonitrile